C(=O)(O)C1=CC=CC=2NN=NC21 4-carboxy-1,2,3-benzotriazole